N-cyclopropyl-2,6-dimethoxy-4-[7-(1-methylpyrazol-4-yl)imidazo[1,2-a]pyridin-3-yl]benzamide C1(CC1)NC(C1=C(C=C(C=C1OC)C1=CN=C2N1C=CC(=C2)C=2C=NN(C2)C)OC)=O